Benzyltripropyl-ammonium hydroxide [OH-].C(C1=CC=CC=C1)[N+](CCC)(CCC)CCC